5-[4-[[4-(azetidin-3-yloxy)-1-piperidinyl]methyl]-1-piperidinyl]-2-(2,6-dioxo-3-piperidinyl)isoindoline-1,3-dione N1CC(C1)OC1CCN(CC1)CC1CCN(CC1)C=1C=C2C(N(C(C2=CC1)=O)C1C(NC(CC1)=O)=O)=O